NC1=NOC2=C1C(=CC=C2)C=2C=C1C=CC=C(C1=CC2)C(=O)NC2=CC=CC=C2 6-(3-aminobenzo[d]isoxazol-4-yl)-N-phenyl-1-naphthalenecarboxamide